3-((S)-3-((S)-8-(4'-(aminomethyl)-2-methylbiphenyl-3-ylsulfonyl)-1-oxa-8-azaspiro[4.5]dec-3-ylamino)-2-hydroxypropoxy)-N-methylbenzenesulfonamide NCC1=CC=C(C=C1)C1=C(C(=CC=C1)S(=O)(=O)N1CCC2(C[C@@H](CO2)NC[C@@H](COC=2C=C(C=CC2)S(=O)(=O)NC)O)CC1)C